n-propyl-1H-benzo[D]imidazole-2-carboxamide C(CC)N1C(=NC2=C1C=CC=C2)C(=O)N